5-hydroxy-3-{2-[(pyrrolidin-1-yl)methyl]-1H-indol-3-yl}-2,3-dihydro-1H-isoindol-1-one OC=1C=C2C(NC(C2=CC1)=O)C1=C(NC2=CC=CC=C12)CN1CCCC1